sodium galacturonate salt O=C[C@H](O)[C@@H](O)[C@@H](O)[C@H](O)C(=O)[O-].[Na+]